C1OCC2C1=CC(C2)O 3,3a,4,5-tetrahydro-1H-cyclopenta[c]furan-5-ol